Bis(β-epithiopropyl)disulfid CC1(CS1)SSC1(C)CS1